NC1=NC2=CC=C(C=C2C=C1C)C(=O)N(CC=1N=NC(=CC1)OC(F)(F)F)[C@@H](C)C1=NC=CC=N1 2-amino-3-methyl-N-((1S)-1-(2-pyrimidinyl)ethyl)-N-((6-(trifluoromethoxy)-3-pyridazinyl)methyl)-6-quinolinecarboxamide